glucosyl-aminopropyl-dimethyl-2-hydroxyethyl-ammonium chloride [Cl-].C1([C@H](O)[C@@H](O)[C@H](O)[C@H](O1)CO)C(C[N+](C)(C)CCCN)O